4-(6-((cyclopropylamino)methyl)-1-(3-methyloxetan-3-yl)-1H-benzo[d]imidazol-2-yl)-3-fluoro-6-methoxybenzene-1,2-diol C1(CC1)NCC=1C=CC2=C(N(C(=N2)C=2C(=C(C(=C(C2)OC)O)O)F)C2(COC2)C)C1